ClC=1C(=C(C(=CC1)N1N=NN=C1)C1=CC(N2[C@@H](CCC2C1)C(=O)OCC(=O)C1=C(C(=NC=C1)O[C@@H](CO)C)F)=O)F 2-(3-fluoro-2-(((R)-1-hydroxypropan-2-yl)oxy)pyridin-4-yl)-2-oxoethyl (3S)-7-(3-chloro-2-fluoro-6-(1H-tetrazol-1-yl)phenyl)-5-oxo-1,2,3,5,8,8a-hexahydroindolizine-3-carboxylate